N=1C=CN2C1N=CC(=C2)C2=CNC1=NC=C(C=C12)C(=O)NC=1C=NN(C1)C1CCN(CC1)C 3-(imidazo[1,2-a]pyrimidin-6-yl)-N-(1-(1-methylpiperidin-4-yl)-1H-pyrazol-4-yl)-1H-pyrrolo[2,3-b]pyridine-5-carboxamide